2-fluoro-9H-purin FC1=NC=C2N=CNC2=N1